6-(3-(((1S,3S,4S,5R)-4-fluoro-1-methyl-8-azabicyclo[3.2.1]octan-3-yl)oxy)-1,2,4-triazin-6-yl)isoquinolin-7-ol F[C@@H]1[C@H](C[C@@]2(CC[C@H]1N2)C)OC=2N=NC(=CN2)C=2C=C1C=CN=CC1=CC2O